C(C1=CC=CC=C1)OC(NC=1N=CC2=C(N=C(C=C2C1)C=1C=NC=CC1CC)N)=O 8-amino-6-(4-ethylpyridin-3-yl)-2,7-naphthyridin-3-ylcarbamic acid benzyl ester